C1CC(=O)C=C1 The molecule is an enone that is cyclopentanone having a C=C double bond at position 2. It has a role as a Hsp70 inducer. It is an enone and an alicyclic ketone.